6,7-dimethoxy-N-(4-bromo-2-fluorophenyl)-4-trifluoromethylquinazolin-2-amine COC=1C=C2C(=NC(=NC2=CC1OC)NC1=C(C=C(C=C1)Br)F)C(F)(F)F